C(C)OC1=C(C=C2CCN(C(C2=C1)CCC1=CNC2=CC=C(C=C12)O)C=O)OC 7-ethoxy-1-(2-(5-hydroxy-1H-indol-3-yl)ethyl)-6-methoxy-3,4-dihydroisoquinoline-2(1H)-formaldehyde